C1(CCCCC1)C1=CC=C(C=C1)NC(=O)C=1C(NC=CC1NC1=C(C2=C(OCCN2)N=C1)C)=O N-(4-cyclohexylphenyl)-4-((8-methyl-2,3-dihydro-1H-pyrido[2,3-b][1,4]oxazin-7-yl)amino)-2-oxo-1,2-dihydropyridine-3-carboxamide